CC1=C(C(=O)N)C=CC=C1C=1N=NN(C1)C1=CC(=CC=C1)C(C)SC1=NN=CN1C methyl-3-(1-(3-(1-(4-methyl-4H-1,2,4-triazol-3-ylthio)ethyl)phenyl)-1H-1,2,3-triazol-4-yl)benzamide